C[C@@H]1N(CC1)C1=NC(=CC(=N1)N1C[C@H]2C([C@@H](C1)C2)CC(=O)O)C(F)(F)F 2-((1R,5S,6S)-3-(2-((S)-2-methylazetidin-1-yl)-6-(trifluoromethyl)pyrimidin-4-yl)-3-azabicyclo[3.1.1]heptan-6-yl)acetic acid